C[Si](C(C)=O)(C)C 1-trimethylsilylethanone